P(OCCCCCCCC)(OCCCCCCCC)[O-] di-octyl phosphite